(2R,3R)-3-CYCLOPROPYL-N,N-BIS(4-METHOXYBENZYL)HEX-5-ENE-2-SULFONAMIDE C1(CC1)[C@H]([C@@H](C)S(=O)(=O)N(CC1=CC=C(C=C1)OC)CC1=CC=C(C=C1)OC)CC=C